(2s,3s,4r,5r)-5-(6-(benzylamino)-2-(5-(methylsulfonyl)pyridin-3-yl)-9H-purin-9-yl)-3,4-dihydroxy-N-(methyl-d3)-tetrahydrofuran-2-carboxamide C(C1=CC=CC=C1)NC1=C2N=CN(C2=NC(=N1)C=1C=NC=C(C1)S(=O)(=O)C)[C@H]1[C@@H]([C@@H]([C@H](O1)C(=O)NC([2H])([2H])[2H])O)O